COC(=O)[C@H]1C[C@@H]([C@@H](CC1)C(=O)O)C (1R,2S,4R)-4-(methoxycarbonyl)-2-methylcyclohexanecarboxylic acid